3-Methyl-N-[(1,2-oxazol-3-yl)methyl]-4-oxo-4,5,6,7-tetrahydro-1-benzofuran-2-carboxamide CC1=C(OC2=C1C(CCC2)=O)C(=O)NCC2=NOC=C2